(S)-N-(4-nitrobenzyl)-2-chloro-N-(2,3-dihydroxypropyl)acetamide [N+](=O)([O-])C1=CC=C(CN(C(CCl)=O)C[C@@H](CO)O)C=C1